C(C=C)N1N(C2=NC(=NC=C2C1=O)NC1=CC=C(C=C1)OCC(F)(F)F)C1=NC(=NC=C1)OC1CCN(CC1)C 2-allyl-1-(2-((1-methylpiperidin-4-yl)oxy)pyrimidin-4-yl)-6-((4-(2,2,2-trifluoroethoxy)phenyl)amino)-1,2-dihydro-3H-pyrazolo[3,4-d]pyrimidin-3-one